5,7-dichloro-3-methyl-1H-pyrazolo[4,3-d]pyrimidine ClC=1N=C(C2=C(N1)C(=NN2)C)Cl